FC=1C=C(C=CC1)C1=NN2C(=NC=3C=CC=CC3C2=N1)N[C@@H]1C(NCCC1)=O (3S)-3-{[2-(3-fluorophenyl)[1,2,4]triazolo[1,5-c]quinazolin-5-yl]amino}piperidin-2-one